BrC1=CC(=C(C(=C1)OC)CC(C)N)OC 1-(4-bromo-2,6-dimethoxyphenyl)propan-2-amine